[Si](C1=CC=CC=C1)(C1=CC=CC=C1)(C(C)(C)C)OCCNC 2-[(t-butyldiphenylsilyl)oxy]-N-methylethylamine